3-methoxy-9-phenylspiro[benzo[a]fluorene-11,9'-fluorene] COC1=CC=2C(=C3C(=CC2)C2=CC=C(C=C2C32C3=CC=CC=C3C=3C=CC=CC23)C2=CC=CC=C2)C=C1